2-(3-chloro-4-(trifluoromethyl)phenyl)-4,4,5,5-tetramethyl-1,3,2-dioxaborolane ClC=1C=C(C=CC1C(F)(F)F)B1OC(C(O1)(C)C)(C)C